ClC1=CC=C(C=C1)C1=NN(CC1C1=CC=CC=C1)S(=O)(=O)C1=CC=C(C=C1)C(F)(F)F (Z)-3-(4-chlorophenyl)-4-phenyl-N-((4-(trifluoromethyl)phenyl)sulfonyl)-4,5-dihydro-1H-pyrazole